4-Amino-N-(3-(4,4-difluoropiperidin-1-yl)-4-methoxyphenyl)-6-(6-azaspiro[2.5]oct-6-yl)-2,3-dihydrobenzofuran-7-carboxamide NC1=CC(=C(C2=C1CCO2)C(=O)NC2=CC(=C(C=C2)OC)N2CCC(CC2)(F)F)N2CCC1(CC1)CC2